(1R,4R,6S,7R)-7-bromo-2-[(1S)-1-phenylethyl]-2-azabicyclo[2.2.1]heptan-6-ol Br[C@H]1[C@@H]2N(C[C@H]1C[C@@H]2O)[C@@H](C)C2=CC=CC=C2